CS(=O)(=O)C1=CC=C(C=C1)N2C(=CC(=N2)C(F)(F)F)C3=CC=C(C=C3)F The molecule is a member of the class of pyrazoles that is 1H-pyrazole substituted by a 4-fluorophenyl group at position 5, a 4-(methylsulfonyl)phenyl group at position 1 and a trifluoromethyl group at position 3. A selective cyclooxygenase 2 inhibitor, it exhibits anticancer property. It has a role as a cyclooxygenase 2 inhibitor and an antineoplastic agent. It is a member of pyrazoles, an organofluorine compound and a sulfone.